2-Amino-4-(3-(3-(dimethylamino)-3-(hydroxymethyl)pyrrolidin-1-yl)-5-fluoro-7,9-dihydrofuro[3,4-f]quinazolin-6-yl)-5-fluorobenzo[b]thiophene-3-carbonitrile NC1=C(C2=C(S1)C=CC(=C2C=2C1=C(C=3C=NC(=NC3C2F)N2CC(CC2)(CO)N(C)C)COC1)F)C#N